COC1=NC2=C(N1C(=O)NCCOC1=CC=CC=C1)C=CC=C2N2CC(C2)N2CCN(CC2)C Methoxy-4-(3-(4-methylpiperazin-1-yl)azetidin-1-yl)-N-(2-phenoxyethyl)-1H-benzo[d]imidazole-1-carboxamide